C(C1=CC=CC=C1)C1=CC2=C(N=C(N=C2N2CCC3(CCNC3)CC2)C2=CC=NC=C2)C=N1 6-benzyl-2-(pyridin-4-yl)-4-(2,8-diazaspiro[4.5]decan-8-yl)pyrido[3,4-d]pyrimidine